3-(2-aminopropoxy)-N,N-diethylpropylamine NC(COCCCN(CC)CC)C